3'-fluoro-4-methoxy-[1,1'-biphenyl] FC=1C=C(C=CC1)C1=CC=C(C=C1)OC